C1(CCCC1)N1C(C(=CC2=C1N=C(N=C2)NC2(CCN(CC2)S(=O)(=O)C)[2H])C([2H])([2H])[2H])=O 8-cyclopentyl-6-(methyl-d3)-2-((1-(methylsulfonyl)piperidin-4-yl-4-d)-amino)pyrido[2,3-d]pyrimidin-7(8H)-one